NCCOC1CC(N(C1)C(=O)OC(C)(C)C)(C)C tert-Butyl 4-(2-aminoethoxy)-2,2-dimethyl-pyrrolidine-1-carboxylate